5-[3-(3-hydroxyphenoxy)azetidin-1-yl]-5-methyl-2,2-diphenyl-hexanamide OC=1C=C(OC2CN(C2)C(CCC(C(=O)N)(C2=CC=CC=C2)C2=CC=CC=C2)(C)C)C=CC1